Cl.N1CCC(CC1)CCO 4-Piperidineethanol hydrochloride